2,4-dihydroxy-3-(3-methylpent-2-en-1-yl)-6-pentylbenzoic acid OC1=C(C(=O)O)C(=CC(=C1CC=C(CC)C)O)CCCCC